tert-butyl ((5-(2-oxoethyl)benzo[d]thiazol-2-yl)methyl)carbamate O=CCC=1C=CC2=C(N=C(S2)CNC(OC(C)(C)C)=O)C1